Neodecanoic acid, lithium salt [Li+].C(CCCCCC(C)(C)C)(=O)[O-]